N(=C=O)C1=C(C=CC(=C1)N=C=O)CC1=C(C=CC(=C1)N=C=O)C 2,4-diisocyanato-1-[(5-isocyanato-2-methylphenyl)methyl]benzene